CN1N=NC(=C1)C=O 1-methyltriazole-4-carbaldehyde